O(S(=O)(=O)C(F)(F)F)C1=CC(=C2C(=N1)CCC2=O)C(F)(F)F 5-oxo-4-(trifluoromethyl)-6,7-dihydro-5H-cyclopenta[b]pyridin-2-yl triflate